(1S,2S)-1-amino-6,7-difluoro-4,4-dimethyl-1,2,3,4-tetrahydronaphthalen-2-ol (2R,3R)-2,3-dihydroxysuccinate monohydrate O.O[C@@H](C(=O)O)[C@H](C(=O)O)O.N[C@@H]1[C@H](CC(C2=CC(=C(C=C12)F)F)(C)C)O